C=1(C)C(C)=CC(C)=C(C)C1 Duren